4-isobutyl-2-(4-((5-methylthiazol-2-yl)methyl)piperazin-1-yl)benzonitrile C(C(C)C)C1=CC(=C(C#N)C=C1)N1CCN(CC1)CC=1SC(=CN1)C